2-[[6-[5-[1-Benzyloxy-1-(trifluoromethyl)pent-4-enyl]-1,3,4-oxadiazol-2-yl]-5-nitro-3-(trifluoromethyl)-2-pyridyl]amino]pent-4-en-1-ol C(C1=CC=CC=C1)OC(CCC=C)(C(F)(F)F)C1=NN=C(O1)C1=C(C=C(C(=N1)NC(CO)CC=C)C(F)(F)F)[N+](=O)[O-]